4-((2-(4-benzyloxyphenyl)-4-methyl-5-oxazolyl)methyl)-N2-n-butyl-2,4-pyrimidinediamine C(C1=CC=CC=C1)OC1=CC=C(C=C1)C=1OC(=C(N1)C)CC1(NC(=NC=C1)NCCCC)N